C(C)(C)(C)C1=CC=C(C=C1)N1CC2=CC=CC=C2CC1 2-(4-(tert-butyl)phenyl)-1,2,3,4-tetrahydroisoquinoline